4-(((4-((adamantan-1-ylamino)methyl)thiazol-2-yl)methyl)thio)-2-(2,6-dioxopiperidin-3-yl)isoindoline-1,3-dione C12(CC3CC(CC(C1)C3)C2)NCC=2N=C(SC2)CSC2=C3C(N(C(C3=CC=C2)=O)C2C(NC(CC2)=O)=O)=O